C(C)(C)C1=C(C=CC(=C1)C(C)C)C1=CC(=CC=C1)C(C)C 2,3',4-triisopropylbiphenyl